4-(2-Bromo-1-chloroethyl)-1,1'-biphenyl BrCC(Cl)C1=CC=C(C=C1)C1=CC=CC=C1